FC1=C(C(=O)OC)C=CC(=C1Br)F methyl 2,4-difluoro-3-bromobenzoate